iodomethyl-carbonic acid ICOC(O)=O